4-[2,2-Dimethylpropionyl-(2-ethoxy-2-oxo-ethyl)amino]-3,4-dihydro-1H-isoquinoline-2-carboxylic acid tert-butyl ester C(C)(C)(C)OC(=O)N1CC2=CC=CC=C2C(C1)N(CC(=O)OCC)C(C(C)(C)C)=O